2-[(5-methoxypyridin-2-yl)formamido]-N-[4-(propan-2-yloxy)pyridin-2-yl]acetamide COC=1C=CC(=NC1)C(=O)NCC(=O)NC1=NC=CC(=C1)OC(C)C